N-({5-chloro-6-[(5-methyl-1,2,4-oxadiazol-3-yl)methoxy]-2-indolyl}methyl)1-methylcyclopropanecarboxamide ClC=1C=C2C=C(NC2=CC1OCC1=NOC(=N1)C)CNC(=O)C1(CC1)C